BrC=1C(=NC=NC1)C 5-bromo-4-methylpyrimidine